N-(2-chloropyridin-5-yl)methyl-N-(2-hydroxyethyl)-6-chloro-3-nitropyridin-2-amine ClC1=NC=C(C=C1)CN(C1=NC(=CC=C1[N+](=O)[O-])Cl)CCO